ClC1=NC=CC(=C1)[C@@H](CC1=NN=CN1C)C |r| Racemic-2-chloro-4-(1-(4-methyl-4H-1,2,4-triazol-3-yl)propan-2-yl)pyridine